BrC1=CC=2NC(N(C(C2S1)=O)C1=CN=CC2=CC=CC(=C12)F)=O 6-bromo-3-(5-fluoroisoquinolin-4-yl)thieno[3,2-d]pyrimidine-2,4(1H,3H)-dione